C(C)(C)N1C(NC(=CC1=O)O[C@@H](C)C1=CC2=CC=CC=C2C=C1)=O (S)-3-isopropyl-6-(1-(naphthalen-2-yl)ethoxy)pyrimidine-2,4(1H,3H)-dione